C1(=CC=CC=C1)N1C2=CC=CC=C2C=2C(=CC=CC12)B1OC(C(O1)(C)C)(C)C 9-phenyl-4-(4,4,5,5-tetramethyl-1,3,2-dioxaborolan-2-yl)-9H-carbazole